NCC=1C=CC(=C(C1)S(=O)(=O)NC(C)(C)C)Br 5-(aminomethyl)-2-bromo-N-tert-butyl-benzenesulfonamide